(Z)-3-(1-(4-amino-2-fluorobut-2-en-1-yl)-1H-benzo[d][1,2,3]triazole-4-yl)-N,N-diethyl-4-methoxybenzenesulfonamide hydrochloride Cl.NC\C=C(\CN1N=NC2=C1C=CC=C2C=2C=C(C=CC2OC)S(=O)(=O)N(CC)CC)/F